1-(4-((1S,2R)-2-cyclohexyl-6-methoxy-2-methyl-1,2,3,4-tetrahydronaphthalen-1-yl)phenyl)-4-(dimethoxymethyl)piperidine C1(CCCCC1)[C@@]1([C@H](C2=CC=C(C=C2CC1)OC)C1=CC=C(C=C1)N1CCC(CC1)C(OC)OC)C